7-(4-(N-benzyl-acetamido)piperidin-1-yl)-3-oxa-9-azabicyclo[3.3.1]nonane-9-carboxylic acid methyl ester COC(=O)N1C2COCC1CC(C2)N2CCC(CC2)N(C(C)=O)CC2=CC=CC=C2